(trimethylsilylmethyl-cyclopentadiene) hafnium dichloride [Cl-].[Cl-].[Hf+2].C[Si](C)(C)CC1=CC=CC1